1-(((1R,2R,5R)-6,6-dimethylbicyclo[3.1.1]heptan-2-yl)methyl)-5-methyl-1H-pyrazole CC1([C@@H]2CC[C@H]([C@H]1C2)CN2N=CC=C2C)C